2-[4-[5-(2,8-dimethylimidazo[1,2-b]pyridazin-6-yl)-7-fluoro-indazol-2-yl]-1-piperidyl]ethanol 2,3-dihydroxypropyl-2-ethylhexanoate OC(CC(C(=O)OCCN1CCC(CC1)N1N=C2C(=CC(=CC2=C1)C=1C=C(C=2N(N1)C=C(N2)C)C)F)(CCCC)CC)CO